dimethylaminopropylmethacrylamide CC(=C)C(=O)NCCCN(C)C